C(C(C)C)N1N=CC=C1C=1C=CC=C2C=CC(=CC12)NC=1C=CC(=C(C1)NC(=O)C1=CC=C(C(=O)OCC)C=C1)C ethyl 4-[[5-[[8-(2-isobutylpyrazol-3-yl)-2-naphthyl]amino]-2-methyl-phenyl]carbamoyl]benzoate